4-((1-(2,3-dihydrobenzo[b][1,4]dioxin-6-yl)-2-oxo-1,2-dihydropyridin-3-yl)methoxy)-5-methyl-2-(pyridin-3-ylmethoxy)benzaldehyde O1C2=C(OCC1)C=C(C=C2)N2C(C(=CC=C2)COC2=CC(=C(C=O)C=C2C)OCC=2C=NC=CC2)=O